(2R,3S)-3-((5-fluoro-2-(2-methoxy-7-methylquinoxalin-5-yl)benzo[d]thiazol-6-yl)oxy)butan-2-yl (2-(2-hydroxy-2-methylpropoxy)pyridin-4-yl)carbamate OC(COC1=NC=CC(=C1)NC(O[C@H](C)[C@H](C)OC1=CC2=C(N=C(S2)C2=C3N=CC(=NC3=CC(=C2)C)OC)C=C1F)=O)(C)C